C(C)(C)(C)OC(=O)N1C(C2(CCNCC2)C=2C1=CN=C(C2)OC)=O.CC=2C=C(OCCOC1=CC(=CC=C1)C)C=CC2 1,2-di(m-methylphenoxy)ethane tert-butyl-5-methoxy-2-oxo-spiro[1H-pyrrolo[2,3-c]pyridine-3,4-piperidine]-1-carboxylate